FC(CN1C(C=2NN=C(C2C1C1=CC(=C(C=C1)OC1=CC=C(C=C1)OC(F)(F)F)C)C1=CC=CC=2NC(OC21)=O)=O)(C)F 7-[5-(2,2-Difluoropropyl)-4-{3-methyl-4-[4-(trifluoromethoxy)phenoxy]phenyl}-6-oxo-1,4,5,6-tetrahydropyrrolo[3,4-c]pyrazol-3-yl]-1,3-benzoxazol-2(3H)-one